FC1=CC=C(C=C1)NC(C(=O)NC=1C=C(C=CC1)C=1N(C2=CC(=C(C=C2C1I)C(=O)O)O)C)=O 2-(3-(2-((4-fluorophenyl)amino)-2-oxoacetamido)phenyl)-6-hydroxy-3-iodo-1-methyl-1H-indole-5-carboxylic acid